tert-butyl-α-cumylperoxide C(C)(C)(C)OOC(C)(C)C1=CC=CC=C1